ethyl-chromone C(C)C=1OC2=CC=CC=C2C(C1)=O